C1(=CC=CC=C1)S(=O)(=O)CC1=C(CNC(CCC)P(OC2=CC=CC=C2)(OC2=CC=CC=C2)=O)C=CC=C1 diphenyl (1-((2-((phenylsulfonyl)methyl)benzyl)amino)butyl)phosphonate